COC1=CC=C(C=C1)NC(=O)CC1=NN(C=C1)C1=NC(=CC=C1)C N-(4-methoxyphenyl)-1-(6-methylpyridin-2-yl)-1H-pyrazole-3-carboxyamide